N-[(1S)-2-[[5-[5-ethyl-3-methyl-1-(2-trimethylsilylethoxymethyl)pyrazol-4-yl]-6-fluoro-2-pyridyl]amino]-1-(4-methylcyclohexyl)-2-oxo-ethyl]-2-propyl-pyrazole-3-carboxamide C(C)C1=C(C(=NN1COCC[Si](C)(C)C)C)C=1C=CC(=NC1F)NC([C@H](C1CCC(CC1)C)NC(=O)C=1N(N=CC1)CCC)=O